3-[6-(5-fluoropyridin-2-yl)pyrimidin-4-yl]-5-(methoxymethyl)benzonitrile FC=1C=CC(=NC1)C1=CC(=NC=N1)C=1C=C(C#N)C=C(C1)COC